[2-[[6-[[5-fluoro-4-(7-fluoro-3-isopropyl-2-methyl-benzimidazol-5-yl)pyrimidin-2-yl]amino]-3-pyridyl]methyl]-3,4-dihydro-1H-isoquinolin-6-yl]methanol FC=1C(=NC(=NC1)NC1=CC=C(C=N1)CN1CC2=CC=C(C=C2CC1)CO)C1=CC2=C(N=C(N2C(C)C)C)C(=C1)F